7-allyl-3-[(3-fluoro-2-methoxyphenyl)amino]-2-{3-[(1-hex-5-enoylpiperidin-3-yl)methoxy]pyridin-4-yl}-1,5,6,7-tetrahydro-4H-pyrrolo[3,2-c]pyridin-4-one C(C=C)C1C2=C(C(NC1)=O)C(=C(N2)C2=C(C=NC=C2)OCC2CN(CCC2)C(CCCC=C)=O)NC2=C(C(=CC=C2)F)OC